N1,N3-dimethylimidazole CN1CN(C=C1)C